C(#N)C=1C=CC=2N(C(N=C(C2N1)N1C[C@H](N(C[C@@H]1C)C(=O)OC(C)(C)C)CC)=O)C tert-Butyl (2R,5S)-4-(6-cyano-1-methyl-2-oxo-1,2-dihydropyrido[3,2-d]pyrimidin-4-yl)-2-ethyl-5-methylpiperazine-1-carboxylate